COC=1C=C(C=CC1)C1=NOC(=C1)C1=CC(=CC=C1)C(C)SC1=NN=CN1C 3-(3-methoxyphenyl)-5-(3-(1-((4-methyl-4H-1,2,4-triazol-3-yl)thio)ethyl)phenyl)isoxazole